[Si](C)(C)(C(C)(C)C)O[C@@H](CNC(OC(C)(C)C)=O)CC(O)C1=CC(=CC(=C1)SC)F tert-butyl N-[(2R)-2-[(tert-butyldimethylsilyl)oxy]-4-[3-fluoro-5-(methylsulfanyl)phenyl]-4-hydroxybutyl]carbamate